2,2',2''-(((ethane-1,1,1-triyltris(benzene-4,1-diyl))tris(oxy))tris(methylene))tris(oxirane) C(C)(C1=CC=C(C=C1)OCC1OC1)(C1=CC=C(C=C1)OCC1OC1)C1=CC=C(C=C1)OCC1OC1